(S)-4-(4-cyano-2-fluorophenyl)-2-methylpiperazine-1-carboxylic acid tert-butyl ester C(C)(C)(C)OC(=O)N1[C@H](CN(CC1)C1=C(C=C(C=C1)C#N)F)C